1-(2-thienyl)-9-butyl-beta-carboline S1C(=CC=C1)C1=NC=CC=2C3=CC=CC=C3N(C12)CCCC